N-((4,4-difluorocyclohexyl)(5-(1-(4-(difluoromethyl)-2-oxoimidazolidin-1-yl)-2-methoxyethyl)benzo[d]oxazol-2-yl)methyl)-4-methyl-1,2,5-oxadiazole-3-carboxamide FC1(CCC(CC1)C(NC(=O)C1=NON=C1C)C=1OC2=C(N1)C=C(C=C2)C(COC)N2C(NC(C2)C(F)F)=O)F